O=C1NC(CCC1C1=NC=CC(=C1)C1=CC=C(CNC(C2=NC=C(C=C2)C=2N=CC3=C(C=CC=C3C2)C2=CC(=NC=3N(C(N(CC32)C)=O)C)C(C)C)=O)C=C1)=O N-(4-(2-(2,6-Dioxopiperidin-3-yl)pyridin-4-yl)benzyl)-5-(8-(7-isopropyl-1,3-dimethyl-2-oxo-1,2,3,4-tetrahydropyrido[2,3-d]pyrimidin-5-yl)isoquinolin-3-yl)picolinamide